NC=1N=C(N(C(C1SC=1C(=C(C(=O)OCC)C=CC1)Cl)=O)C)N1CCC(CC1)(C)N Ethyl 3-((4-amino-2-(4-amino-4-methylpiperidin-1-yl)-1-methyl-6-oxo-1,6-dihydropyrimidine-5-yl)thio)-2-chlorobenzoate